rel-(3R,5R)-3-amino-5-hydroxypiperidine-1-carboxylic acid tert-butyl ester hydrochloride Cl.C(C)(C)(C)OC(=O)N1C[C@@H](C[C@H](C1)O)N |o1:10,12|